(R,E)-3-(4-chlorophenyl)-N'-((4-chlorophenyl)sulfonyl)-4-phenyl-N-((1s,3R)-3-(sulfamoylamino)cyclobutyl)-4,5-dihydro-1H-pyrazole-1-carboximidamide ClC1=CC=C(C=C1)C1=NN(C[C@H]1C1=CC=CC=C1)/C(/NC1CC(C1)NS(N)(=O)=O)=N/S(=O)(=O)C1=CC=C(C=C1)Cl